5-[2-Methoxy-4-(1H-pyrazol-4-yl)phenyl]-N-methyl-N-(piperidin-4-yl)[1,3]thiazolo[5,4-d][1,3]thiazol-2-amin COC1=C(C=CC(=C1)C=1C=NNC1)C=1SC2=C(N1)SC(=N2)N(C2CCNCC2)C